COCC(C(C)C)SC1C(OC2=C1C=CC=C2)C(C)=O 1-[3-[1-(Methoxymethyl)-2-methylpropyl]sulfanyl-2,3-dihydrobenzofuran-2-yl]ethanone